(7E)-7-hydroxyimino-N,N,1-trimethyl-5,6-dihydro-4H-indazole-3-carboxamide O\N=C\1/CCCC=2C(=NN(C12)C)C(=O)N(C)C